2,4-tolylenediisocyanate CC=1C(=CC(=CC1)N=C=O)N=C=O